1-butyl-3-methylimidazolium bisammonium salt [NH4+].[NH4+].C(CCC)N1C=[N+](C=C1)C